ClC=1C=CC(=NC1)N1CCCCC1 1-(5-chloropyridin-2-yl)piperidin